N-benzylsulfonyl-4-[4-[[2-[2-(5-hydroxypyridin-3-yl)ethynyl]phenyl]methyl]piperazine-1-yl]benzamide C(C1=CC=CC=C1)S(=O)(=O)NC(C1=CC=C(C=C1)N1CCN(CC1)CC1=C(C=CC=C1)C#CC=1C=NC=C(C1)O)=O